3-(5-methyl-1,3-thiazol-2-yl)-5-[2-oxa-5-azabicyclo[2.2.1]hept-1-ylmethoxy]-N-{(1R)-1-[2-(trifluoromethyl)pyrimidin-5-yl]ethyl}benzamide CC1=CN=C(S1)C=1C=C(C(=O)N[C@H](C)C=2C=NC(=NC2)C(F)(F)F)C=C(C1)OCC12OCC(NC1)C2